N-(3-chloro-4-(6-cyano-5-fluoropyridin-2-yl)phenyl)-2-hydroxycyclohexane-1-sulfonamide ClC=1C=C(C=CC1C1=NC(=C(C=C1)F)C#N)NS(=O)(=O)C1C(CCCC1)O